FC(C=1N=C2N(C(=CC=C2)NC2CCC(CC2)NC(=O)C=2C=3C(N=CC2)=NNC3)C1)(F)F N-[(1s,4s)-4-{[2-(trifluoromethyl)imidazo[1,2-a]pyridin-5-yl]amino}cyclohexyl]-2H-pyrazolo[3,4-b]pyridine-4-carboxamide